tert-Butyl 3-(5-(3-((4-(benzyloxy)phenyl)(cyclopropylmethylamino) methyl) phenylcarbamoyl)-3-(trifluoromethyl)-1H-pyrazol-1-yl)benzylcarbamate C(C1=CC=CC=C1)OC1=CC=C(C=C1)C(C=1C=C(C=CC1)NC(=O)C1=CC(=NN1C=1C=C(CNC(OC(C)(C)C)=O)C=CC1)C(F)(F)F)NCC1CC1